6-chloro-N-(furan-2-ylmethyl)-2-(3-(methylamino)pyrrolidin-1-yl)pyrido[3,4-d]pyrimidin-4-amine ClC1=CC2=C(N=C(N=C2NCC=2OC=CC2)N2CC(CC2)NC)C=N1